(5-(5-((R)-1-(3,5-dichloropyridin-4-yl)ethoxy)-1-(tetrahydro-2H-pyran-2-yl)-1H-indazol-3-yl)pyrimidin-2-yl)-1,4-diazepane-1-carboxylic acid tert-butyl ester C(C)(C)(C)OC(=O)N1C(CNCCC1)C1=NC=C(C=N1)C1=NN(C2=CC=C(C=C12)O[C@H](C)C1=C(C=NC=C1Cl)Cl)C1OCCCC1